(R)-5-(2-(dimethylamino)ethoxy)-2-methyl-N-(1-(3-(1-methyl-1H-pyrazol-3-yl)-5-(1-((tetrahydro-2H-pyran-4-yl)methyl)-1H-pyrazol-4-yl)phenyl)ethyl)benzamide CN(CCOC=1C=CC(=C(C(=O)N[C@H](C)C2=CC(=CC(=C2)C=2C=NN(C2)CC2CCOCC2)C2=NN(C=C2)C)C1)C)C